FC=1C=C(CC2=CN=C(S2)NC(N(C[C@H](C)O)CC)=S)C=C(C1)F (S)-3-(5-(3,5-difluorobenzyl)thiazol-2-yl)-1-ethyl-1-(2-hydroxypropyl)thiourea